O1C(=CC=C1)C=CC1=NC(=NC(=N1)C(Cl)(Cl)Cl)C(Cl)(Cl)Cl 2-[2-(2-furyl)vinyl]-4,6-bis(trichloromethyl)-1,3,5-triazine